[Na].[Na].SC1=C(N=NS1)S Dimercaptothiadiazole disodium salt